1,6-bis-(t-butylperoxy-carbonyloxy)hexane tert-butyl-(R)-3-(hydroxymethyl)piperidine-1-carboxylate C(C)(C)(C)OC(=O)N1C[C@@H](CCC1)CO.C(C)(C)(C)OOC(=O)OCCCCCCOC(=O)OOC(C)(C)C